F[C@H]1C[C@@H](CC[C@H]1F)N1N=C(C2=C1[C@H]([C@H]([C@H]2O)F)F)C(F)(F)F (4S,5S,6R)-1-[(1R,3S,4R)-3,4-difluorocyclohexyl]-5,6-difluoro-3-(trifluoromethyl)-5,6-dihydro-4H-cyclopenta[c]pyrazol-4-ol